(S)-2-(4-((6-((2,6-dichloropyridin-4-yl)methoxy)-5-(methylamino)-6-oxohexyl)carbamoyl)piperazin-1-yl)acetic acid dihydrochloride Cl.Cl.ClC1=NC(=CC(=C1)COC([C@H](CCCCNC(=O)N1CCN(CC1)CC(=O)O)NC)=O)Cl